C(C)(C)(C)N1N=C(OC1=O)CC1=C(C=C(C=C1Cl)N1N=C(C(NC1=O)=O)C#N)Cl 2-(4-((4-(tert-butyl)-5-oxo-4,5-dihydro-1,3,4-oxadiazol-2-yl)methyl)-3,5-dichlorophenyl)-3,5-dioxo-2,3,4,5-tetrahydro-1,2,4-triazine-6-carbonitrile